BrC1=C(C(=CC=2CCOC21)NC2=NC(=CC(=N2)NCCOC)C)F N2-(7-bromo-6-fluoro-2,3-dihydrobenzofuran-5-yl)-N4-(2-methoxyethyl)-6-methyl-pyrimidine-2,4-diamine